3-oxobenzo[d]isothiazole-2(3H)-Formaldehyde 1,1-dioxide O=C1N(S(C2=C1C=CC=C2)(=O)=O)C=O